6-(3-(difluoromethoxy)-4-fluorophenyl)-1H-pyrazolo[4,3-b]pyridine FC(OC=1C=C(C=CC1F)C=1C=C2C(=NC1)C=NN2)F